ClC=1C=CC=2C3CC[C@@]4(/C(/C[C@H](C4C3CCC2C1)CCC(=O)NC=1N=NC(=CC1)OC)=N/O)C 3-((13S,15R,E)-3-chloro-17-(hydroxyimino)-13-methyl-7,8,9,11,12,13,14,15,16,17-decahydro-6H-cyclopenta[a]phenanthren-15-yl)-N-(6-methoxypyridazin-3-yl)propanamide